1-[4-(2,2-difluoro-2H-1,3-benzodioxol-4-yl)piperidin-1-yl]-2-{3-[(2R,6S)-2,6-dimethylmorpholine-4-carbonyl]-5,6-dihydrocyclopenta[c]pyrazol-1(4H)-yl}ethan-1-one FC1(OC2=C(O1)C=CC=C2C2CCN(CC2)C(CN2N=C(C1=C2CCC1)C(=O)N1C[C@H](O[C@H](C1)C)C)=O)F